OC=1C=C(C=C(C1O)O)C=CC1=CC(=C(C=C1)O)O 3,3',4,4',5-pentahydroxystilbene